COC=1C=C(C=CC1OC)C1=C(C(=NN1)C=1SC(=CN1)C1CCN(CC1)CC)C(C)C 2-(5-(3,4-dimethoxyphenyl)-4-isopropyl-1H-pyrazol-3-yl)-5-(1-ethylpiperidin-4-yl)thiazole